N(=[N+]=[N-])C(CO)CN=[N+]=[N-] 2,3-diazido-1-propanol